FC=1C(=NC(=NC1)NC1=NC=C(C=C1)CN1CC2(C1)CN(C2)C)C2=CC1=C(N=C3N1[C@@H](CC3)CF)C(=C2)F (S)-5-fluoro-4-(5-fluoro-1-(fluoromethyl)-2,3-dihydro-1H-benzo[d]pyrrolo[1,2-a]imidazol-7-yl)-N-(5-((6-methyl-2,6-diazaspiro[3.3]heptan-2-yl)methyl)pyridin-2-yl)pyrimidin-2-amine